C(C)OC(=O)C=1C(=NN2C1N=CC=C2)N2C1COCC2CC1 (3-oxa-8-azabicyclo[3.2.1]oct-8-yl)pyrazolo[1,5-a]pyrimidine-3-carboxylic acid ethyl ester